FC1=CC(=C(C=N1)N)N 6-fluoro-3,4-pyridinediamine